N-(9-oxa-1,2-diazatricyclo[6.4.1.04,13]trideca-2,4,6,8(13)-tetraen-5-yl)-1,1-diphenyl-methanimine N12N=CC3=C(C=CC(OCCC1)=C23)N=C(C2=CC=CC=C2)C2=CC=CC=C2